6-(Azetidin-1-yl)-N-(1,6-dimethyl-1H-pyrazolo[3,4-b]pyridine-3-sulfonyl)-4-fluoro-1-benzofuran-2-carboxamide N1(CCC1)C1=CC2=C(C=C(O2)C(=O)NS(=O)(=O)C2=NN(C3=NC(=CC=C32)C)C)C(=C1)F